C(C)(C)(C)OC(N[C@@H](C)C(CC1=C(C(=C(C=C1)F)Cl)C(NC1=C(C(=C(C(=C1[2H])[2H])[2H])[2H])[2H])=O)=O)=O (S)-tert-butyl(4-(3-chloro-4-fluoro-2-((phenyl-d5)carbamoyl)phenyl)-3-oxobutan-2-yl)carbamate